C(C1CO1)OC(C[Si](OC)(OC)OC)CC β-glycidoxybutyltrimethoxysilane